N-octadecenyl-2-cyano-3-tert-butylcarbonyloxy-pyridin-4-one C(=CCCCCCCCCCCCCCCCC)N1C(=C(C(C=C1)=O)OC(=O)C(C)(C)C)C#N